C12CN(CC2C1)C1=CC(=C(C=C1)CN1C=NC(=C1)C(=O)O)CO 1-[(4-{3-Azabicyclo[3.1.0]hex-3-yl}-2-(hydroxymethyl)phenyl)methyl]-1H-imidazole-4-carboxylic acid